NC=1C(=NC=C(N1)N1CCC2([C@@H]([C@@H](OC2)C)N)CC1)SC1=C(C(=NC=C1)N1CC(C1)C(C)(C)O)Cl 2-(1-(4-(3-amino-5-((3s,4s)-4-amino-3-methyl-2-oxa-8-azaspiro[4.5]decan-8-yl)pyrazin-2-ylsulfanyl)-3-chloropyridin-2-yl)azetidin-3-yl)propan-2-ol